FC(C1=CC(=NN1)C(=O)OCC)F ethyl 5-(difluoro methyl)-1H-pyrazole-3-carboxylate